methyl 2-(5-methyl-2-(phenyl-d5)oxazol-4-yl)acetate CC1=C(N=C(O1)C1=C(C(=C(C(=C1[2H])[2H])[2H])[2H])[2H])CC(=O)OC